(S)-3-amino-7-((3-(1-hydroxycyclobutyl)prop-2-yn-1-yl)oxy)-5-methyl-2,3-dihydrobenzo[b][1,4]oxazepin-4(5H)-one hydrochloride Cl.N[C@@H]1C(N(C2=C(OC1)C=CC(=C2)OCC#CC2(CCC2)O)C)=O